3-hydroxycyclobutanecarboxamide OC1CC(C1)C(=O)N